Ethanesulfonic acid [5-(7-fluoro-1-methyl-2-oxo-1,2,3,4-tetrahydro-quinolin-6-yl)-4-methyl-pyridin-3-ylmethyl]-amide FC1=C(C=C2CCC(N(C2=C1)C)=O)C=1C(=C(C=NC1)CNS(=O)(=O)CC)C